4-chloro-indoleacetic acid ClC1=C2C=C(NC2=CC=C1)CC(=O)O